CN(CC[Si](OCC)(OCC)OCC)C (2-Dimethylaminoethyl)-triethoxysilan